CC1=C(OC2=C(C=CC=C2)C=2N=C(SC2)NC=2NCCCN2)C=CC(=C1)C 4-[2-(2,4-dimethylphenoxy)phenyl]-N-(1,4,5,6-tetrahydropyrimidin-2-yl)-1,3-thiazol-2-amine